2-amino-2-(3-methoxyphenyl)ethan-1-ol NC(CO)C1=CC(=CC=C1)OC